tert-butyl 4-(2-chloro-4-fluorophenoxy)-8-methyl-5h,6h,7h,8h-pyrido[3,4-d]pyrimidine-7-carboxylate ClC1=C(OC=2C3=C(N=CN2)C(N(CC3)C(=O)OC(C)(C)C)C)C=CC(=C1)F